N-(2-phenylpropan-2-yl)benzo[d]oxazol-2-amine 4-methyl-benzenesulfonate CC1=CC=C(C=C1)S(=O)(=O)O.C1(=CC=CC=C1)C(C)(C)NC=1OC2=C(N1)C=CC=C2